NC=1C=C(NN1)C1=C(O[C@H]2C[C@@H](CC2)N(C(OC(C)(C)C)=O)C)C=C(C=C1F)C tert-butyl N-[(1R,3R)-3-[2-(5-amino-2H-pyrazol-3-yl)-3-fluoro-5-methylphenoxy]cyclopentyl]-N-methylcarbamate